N-(4-chlorophenyl)-6-(4-(difluoromethyl)phenyl)-N-methylpyrazine-2-carboxamide ClC1=CC=C(C=C1)N(C(=O)C1=NC(=CN=C1)C1=CC=C(C=C1)C(F)F)C